COC[C@@H]1COCCN1C[C@@H]1NC[C@H](N(C1)C(=O)OC(C)(C)C)C tert-butyl (2R,5S)-5-(((R)-3-(methoxymethyl) morpholino) methyl)-2-methylpiperazine-1-carboxylate